2,2-bis(3-carboxyphenyl)ethane C(=O)(O)C=1C=C(C=CC1)C(C)C1=CC(=CC=C1)C(=O)O